ClC1=CC=C(OCCCC(C(=O)N2CCN(CC2)S(=O)(=O)C2=CC=C(C=C2)F)(C)C)C=C1 5-(4-chlorophenoxy)-2,2-dimethyl-1-(4-((4-fluorophenyl)sulfonyl)piperazin-1-yl)pentan-1-one